4-(phenanthr-9-yl)phenylboronic acid C1=CC=CC=2C3=CC=CC=C3C(=CC12)C1=CC=C(C=C1)B(O)O